CSC(C(=O)N1C(CCCC1)C1=NN=C(N1)C1=CC=CC=C1)C 2-(methylsulfanyl)-1-(2-(5-phenyl-4H-1,2,4-triazol-3-yl)piperidin-1-yl)propan-1-one